p-tert.-octyl-phenol C(C)(C)(CC(C)(C)C)C1=CC=C(C=C1)O